(R)-3-(3-(5-amino-6-(((1-methylpiperidin-4-yl)-1H-pyrazol-4-yl)oxy)pyrazin-2-yl)-5-((R)-3-methylmorpholino)phenyl)tetrahydrofuran-3-ol NC=1N=CC(=NC1OC=1C=NN(C1)C1CCN(CC1)C)C=1C=C(C=C(C1)N1[C@@H](COCC1)C)[C@]1(COCC1)O